N-(4-fluoro-3-(5-isopropyl-2H-pyrazolo[3,4-b]pyridin-2-yl)phenyl)-2,4-dimethyloxazole FC1=C(C=C(C=C1)N1C(OC=C1C)C)N1N=C2N=CC(=CC2=C1)C(C)C